4-{3-(4-chlorophenyl)-1-[2-(4-morpholinyl)ethyl]ureido}benzamide ClC1=CC=C(C=C1)NC(N(CCN1CCOCC1)C1=CC=C(C(=O)N)C=C1)=O